bis-(2-chloroethoxy)-phosphono-N-methylaniline ClCCOC=1C(=C(N(C)P(=O)(O)O)C=CC1)OCCCl